N-(3-fluorobenzyl)-4-methyl-1-oxo-2-propyl-7-(trifluoromethyl)-1,2-dihydroisoquinoline-3-carboxamide FC=1C=C(CNC(=O)C=2N(C(C3=CC(=CC=C3C2C)C(F)(F)F)=O)CCC)C=CC1